C(=O)=C1NN=C2N=NN=NC2=C1 carbonyl-hexaazanaphthalene